O=C(CCCNC(OC(C)(C)C)=O)C1=CC=CC=C1 tert-butyl (4-oxo-4-phenylbutyl)carbamate